3-sulfidopent-3-en-1-yl phosphate P(=O)(OCCC(=CC)[S-])([O-])[O-]